C(C)(=O)OC\C=C\C=1C=C2C(N(C(C2=CC1)=O)C1C(NC(CC1)=O)=O)=O (E)-3-(2-(2,6-dioxopiperidin-3-yl)-1,3-dioxoisoindolin-5-yl)allyl acetat